FC=1C=C(C=C(C1)F)C1CCC=2N1C(C1(N2)CCN(CC1)C1=NC=CC(=C1)F)=O 5'-(3,5-Difluorophenyl)-1-(4-fluoropyridin-2-yl)-6',7'-dihydro-3'H,5'H-spiro[piperidine-4,2'-pyrrolo[1,2-a]imidazol]-3'-one